9,9-dimethyloxyXanthene COC1(C2=CC=CC=C2OC=2C=CC=CC12)OC